ClC1=CC=C(C=C1)\C=C(/F)\C1CCN(CC1)C(=O)[O-] (Z)-4-(2-(4-chlorophenyl)-1-fluorovinyl)piperidine-1-carboxylate